5-((2'-fluoro-[1,1'-biphenyl]-3-yl)oxy)-1H-1,2,3-triazole-4-carboxylic acid FC1=C(C=CC=C1)C1=CC(=CC=C1)OC1=C(N=NN1)C(=O)O